S(=O)(=O)(O)C(C(=O)[O-])CC(=O)[O-].C(CCCCCCC\C=C/CCCCCCCC)(=O)NC(O)CN.[Na+].[Na+] Disodium OleamidoMonoethanolamine Sulfosuccinate